FC=1C=NC(=NC1)C1=NC=C(C=C1C(=O)N1[C@@H]2[C@@H](C[C@H](C1)C2)OC2=NC=C(C=C2)C(F)(F)F)C (2-(5-fluoropyrimidin-2-yl)-5-methylpyridin-3-yl)((1S,4R,6R)-6-((5-(trifluoromethyl)pyridin-2-yl)oxy)-2-azabicyclo[2.2.1]hept-2-yl)methanone